ClC=1C(=C(C=CC1)NC1=NC=NC2=CC(=C(C=C12)[N+](=O)[O-])C#CC12CCC(CC1)N2C(=O)OC(C)(C)C)F tert-butyl 1-((4-((3-chloro-2-fluorophenyl)amino)-6-nitroquinazolin-7-yl)ethynyl)-7-azabicyclo[2.2.1]heptane-7-carboxylate